1-(4,4-difluoro-2-(((1-isopropyl-6-((5-methylthiazol-2-yl)amino)-1H-pyrrolo[3,2-c]pyridin-4-yl)oxy)methyl)pyrrolidin-1-yl)prop-2-en-1-one FC1(CC(N(C1)C(C=C)=O)COC1=NC(=CC2=C1C=CN2C(C)C)NC=2SC(=CN2)C)F